1,2-ethanediol (S)-1-methylpyrrolidin-3-Yl-((4-nitrophenoxy)(phenoxy)phosphoryl)-L-alaninate CC(N(P(=O)(OC1=CC=CC=C1)OC1=CC=C(C=C1)[N+](=O)[O-])[C@@H]1CNCC1)(C)C(=O)OCCO